teroxolone O1C(C(C=C1)=O)C=1OC=CC1C=1OC=CC1